C(C)(C)(C)O.[K] potassium tertbutanol